1-(tert-butyl) 2-methyl (2R,4S)-4-((tert-butyldimethylsilyl)oxy)-2-(2-(chloromethyl)allyl)pyrrolidine-1,2-dicarboxylate [Si](C)(C)(C(C)(C)C)O[C@H]1C[C@@](N(C1)C(=O)OC(C)(C)C)(C(=O)OC)CC(=C)CCl